BrC=1C(=CC=C2C=C(C=C(C12)C1=C(C=2N=C(N=C(C2C=N1)OCC(F)(F)F)OC[C@]12CCCN2C[C@@H](C1)F)F)O[Si](C(C)C)(C(C)C)C(C)C)F 7-(8-bromo-7-fluoro-3-((triisopropylsilyl)oxy)naphthalen-1-yl)-8-fluoro-2-(((2R,7aS)-2-fluorohexahydro-1H-pyrrolizin-7a-yl)methoxy)-4-(2,2,2-trifluoroethoxy)pyrido[4,3-d]pyrimidine